N(=O)[O-].[Co+2].N(=O)[O-] cobalt nitrite salt